FC1CN(C1)CC1=CC(=CC(=C1)C(F)(F)F)N=C=S 3-fluoro-1-(3-isothiocyanato-5-(trifluoromethyl)benzyl)azetidine